allyl methyl di(methyl caprylate) CC(C(=O)OCC=C)CCCCCC.CC(C(=O)OC)CCCCCC